C1(CC1)N1C(=NC2=NC=C(C=C21)C=2C=CN1N=C(N=C(C12)C)NC=1C=NN(C1)C)C 5-(1-cyclopropyl-2-methyl-1H-imidazo[4,5-b]pyridin-6-yl)-4-methyl-N-(1-methylpyrazol-4-yl)pyrrolo[2,1-f][1,2,4]triazin-2-amine